N-[5-(2-Chloro-6-methyl-4-pyridyl)-4-(3-cyanophenyl)thiazol-2-yl]pyrrolidin-1-carboxamid ClC1=NC(=CC(=C1)C1=C(N=C(S1)NC(=O)N1CCCC1)C1=CC(=CC=C1)C#N)C